ClC=1C=C2C(=CC(=NC2=CC1)C(F)(F)F)N[C@@H]1C[C@@H](CCC1)NC(=O)C=1C=NN(C1C)C1=CC=NC=C1 N-[(1R,3S)-3-{[6-chloro-2-(trifluoromethyl)quinolin-4-yl]amino}cyclohexyl]-5-methyl-1-(pyridin-4-yl)-1H-pyrazole-4-carboxamide